NC1=C(C=C(S1)C=O)[N+](=O)[O-] 5-AMINO-4-NITROTHIOPHENE-2-CARBALDEHYDE